ClC1=CC2=C(N=C(N=C2NCCC=2SC=CN2)N2CCN(CC2)C)C=N1 6-chloro-2-(4-methylpiperazin-1-yl)-N-(2-(thiazol-2-yl)ethyl)pyrido[3,4-d]pyrimidin-4-amine